CC(C(=O)O)CCCCCC\C=C\C\C=C\CCCCC.C(CCCCCCC\C=C/C\C=C/CCCCC)(=O)OC Methyl Linoleate ((9E,12E)-methyl octadeca-9,12-dienoate)